(R)-4-(4-acryloylpiperazin-1-yl)-7-(5-chloro-6-methyl-1H-indazol-4-yl)-N-(1-(dimethylamino)propan-2-yl)-5,6,7,8-tetrahydro-1,7-naphthyridine-2-carboxamide C(C=C)(=O)N1CCN(CC1)C1=CC(=NC=2CN(CCC12)C1=C2C=NNC2=CC(=C1Cl)C)C(=O)N[C@@H](CN(C)C)C